6-chloro-1-cyclopropyl-4-{4-[1-(3-methoxypropyl)-3-methyl-1H-pyrazol-5-yl]-1-methyl-1H-imidazol-2-yl}-1H-pyrazolo[4,3-c]Pyridine ClC1=CC2=C(C(=N1)C=1N(C=C(N1)C1=CC(=NN1CCCOC)C)C)C=NN2C2CC2